pentaerythritol oxide [OH+](CC(CO)(CO)CO)[O-]